C1(=CC=CC=C1)SC1=NC=C(C=C1)CN1N=CC(=C1)C=1C=NC=CC1 2-(phenylsulfanyl)-5-((4-(pyridin-3-yl)-1H-pyrazol-1-yl)methyl)pyridine